1-(4-methoxyphenyl)-3-phenyl-2,3-epoxy-1-propanone COC1=CC=C(C=C1)C(C1C(O1)C1=CC=CC=C1)=O